4'-(4-Pentyl-cyclohexyl)-biphenyl-4-amine C(CCCC)C1CCC(CC1)C1=CC=C(C=C1)C1=CC=C(C=C1)N